2-((S)-4-(7-(8-ethynylnaphthalen-1-yl)-8-Fluoro-2-(((2R,7aS)-2-fluorotetrahydro-1H-pyrrolizin-7a(5H)-yl)methoxy)quinazolin-4-yl)-1-(2-fluoroAcryloyl)piperazin-2-yl)acetonitrile C(#C)C=1C=CC=C2C=CC=C(C12)C1=CC=C2C(=NC(=NC2=C1F)OC[C@]12CCCN2C[C@@H](C1)F)N1C[C@@H](N(CC1)C(C(=C)F)=O)CC#N